3-chloro-4-[(3,5-difluoropyridin-2-yl)methoxy]-2'-[4-(2-hydroxypropan-2-yl)-1,3-thiazol-2-yl]-5',6-dimethyl-[1,4'-bipyridin]-2-one ClC=1C(N(C(=CC1OCC1=NC=C(C=C1F)F)C)C1=CC(=NC=C1C)C=1SC=C(N1)C(C)(C)O)=O